FC=1C=C(C=CC1OC)N1N=C(N=C1CNC(=O)NCC1=NC=NN1C1=CC=C2C=CC=NC2=C1)C 1-{[1-(3-fluoro-4-methoxyphenyl)-3-methyl-1H-1,2,4-triazol-5-yl]methyl}-3-{[1-(quinolin-7-yl)-1H-1,2,4-triazol-5-yl]methyl}urea